NC([C@H](CCC(=O)OC(C)(C)C)N1C(C2=CC=C(C=C2C1)O[C@@H]1CN(CC1)CC=1C=C2C=CC(=NC2=C(C1)F)C1COCC1)=O)=O Tert-butyl (4S)-5-amino-4-[5-[(3S)-1-[(8-fluoro-2-tetrahydrofuran-3-yl-6-quinolyl)methyl]pyrrolidin-3-yl]oxy-1-oxo-isoindolin-2-yl]-5-oxo-pentanoate